2,2-dimethyl-7-(4-methyl-3-((7-methyl-8-oxo-9-(tetrahydro-2H-pyran-4-yl)-8,9-dihydro-7H-purin-2-yl)amino)phenoxy)heptanamide CC(C(=O)N)(CCCCCOC1=CC(=C(C=C1)C)NC1=NC=C2N(C(N(C2=N1)C1CCOCC1)=O)C)C